3-(isoquinolin-4-yl)-6-(trifluoromethyl)-2H-benzo[e][1,3]oxazine-2,4(3H)-dione C1=NC=C(C2=CC=CC=C12)N1C(OC2=C(C1=O)C=C(C=C2)C(F)(F)F)=O